COC1=NC=C(C=N1)C1CN(C1)[C@H]1[C@H](CCCC1)OC=1C=C2CN(C(C2=CC1)=O)C1C(NC(CC1)=O)=O 3-(5-(((1S,2R)-2-(3-(2-meth-oxypyrimidin-5-yl)azetidin-1-yl)cyclohexyl)oxy)-1-oxo-isoindolin-2-yl)piperidine-2,6-dione